C12CN(CC(O1)C2)CC=2C=CC(=NC2)C=2C=NC(=CC2NC2=NC(=NC=C2)C(C)(F)F)NC(C)=O N-(5-((6-oxa-3-azabicyclo[3.1.1]heptan-3-yl)methyl)-4'-((2-(1,1-difluoroethyl)pyrimidin-4-yl)amino)-[2,3'-bipyridin]-6'-yl)acetamide